Methyl 5-chloro-2-[[5-[1-[3-[(4R)-2-oxooxazolidin-4-yl]propanoyl] azetidin-3-yl]-2-pyridyl]oxy]benzoate ClC=1C=CC(=C(C(=O)OC)C1)OC1=NC=C(C=C1)C1CN(C1)C(CC[C@H]1NC(OC1)=O)=O